6-(2-chloro-4-fluoro-5-methoxy-phenyl)-3-(1-methylpyrazolo[4,3-c]pyridin-7-yl)-1-(2-methylsulfonylethyl)thieno[3,2-d]pyrimidine-2,4-dione ClC1=C(C=C(C(=C1)F)OC)C1=CC=2N(C(N(C(C2S1)=O)C=1C2=C(C=NC1)C=NN2C)=O)CCS(=O)(=O)C